C1(=CC=CC=C1)C1=NC(=NC(=C1)C1=CC=CC=C1)C=1C(=C(C=C(C1N1C2=CC=CC=C2C=2C=C(C=CC12)C1=NC(=CC=C1)C1=CC=CC=C1)C1=NC(=CC(=N1)C1=CC=CC=C1)C1=CC=CC=C1)N1C2=CC=CC=C2C=2C=C(C=CC12)C)N1C2=CC=CC=C2C=2C=C(C=CC12)C 9,9'-(3,5-bis(4,6-diphenylpyrimidin-2-yl)-4-(3-(6-phenylpyridin-2-yl)-9H-carbazol-9-yl)-1,2-phenylene)bis(3-methyl-9H-carbazole)